1-phenyl-1H,2H,3H,4H,9H-pyrrolo[2,3-b]-1,7-naphthyridin-4-one C1(=CC=CC=C1)N1CCC2=C1NC1=CN=CC=C1C2=O